2-{3-[bis(3-aminopropyl)amino]propylamino}-N-ditetradecylcarbamoyl-methyl-acetamide NCCCN(CCCNC(C(=O)NC(N(CCCCCCCCCCCCCC)CCCCCCCCCCCCCC)=O)C)CCCN